1-(2,6-dimethylpyridin-4-yl)-3-(isoquinolin-4-yl)-2-oxoimidazoline-4-carbonitrile CC1=NC(=CC(=C1)N1C(N(C(C1)C#N)C1=CN=CC2=CC=CC=C12)=O)C